(1S,2S)-2-fluoro-N-(6-(5-fluoro-4-methylpyridin-3-yl)-3-methylimidazo[1,2-a]pyridin-2-yl)cyclopropane-1-carboxamide F[C@@H]1[C@@H](C1)C(=O)NC=1N=C2N(C=C(C=C2)C=2C=NC=C(C2C)F)C1C